C(C)(=O)C1=CC=C(N=N1)OC1=CC=C(C=C1)C(CC)(CC)C1=CC=C(OC2CC(C2)NC=2C=C3C(N(C(C3=CC2)=O)C2C(NC(CC2)=O)=O)=O)C=C1 5-(((1r,3r)-3-(4-(3-(4-((6-acetylpyridazin-3-yl)oxy)phenyl)pentan-3-yl)phenoxy)cyclobutyl)amino)-2-(2,6-dioxopiperidin-3-yl)isoindoline-1,3-dione